(2,2,3,3-tetrafluoropropyl) (1,1,2,3,3,3-hexafluoropropyl) Ether FC(C(C(F)(F)F)F)(F)OCC(C(F)F)(F)F